Cl.O(N)CC(=O)O.O(N)CC(=O)O (aminoxy)acetic acid hemihydrochloride